(S)-N-((R)-(4-chlorophenyl)(5-(trifluoromethyl)pyridin-2-yl)methyl)-2-oxo-oxazolidine-5-carboxamide ClC1=CC=C(C=C1)[C@@H](NC(=O)[C@@H]1CNC(O1)=O)C1=NC=C(C=C1)C(F)(F)F